(3r,4r)-3-amino-1-(1-((5-chloropyrimidin-2-yl)methyl)-6-fluoro-1H-benzo[d]imidazol-2-yl)piperidin-4-ol N[C@@H]1CN(CC[C@H]1O)C1=NC2=C(N1CC1=NC=C(C=N1)Cl)C=C(C=C2)F